ClC1=NNC2=CC=C(C(=C12)CC(=O)N1[C@H](C2=CC=CC(=C2CC1)[C@](CF)(C)O)C)Cl 2-(3,5-dichloro-1H-indazol-4-yl)-1-[(1S)-5-[(1S)-2-fluoro-1-hydroxy-1-methyl-ethyl]-1-Methyl-3,4-dihydro-1H-isoquinolin-2-yl]Ethanone